C(C)OC(=O)C=1N=C2N(C=C(C=C2)C#C[Si](C)(C)C)C1 6-((trimethylsilyl)ethynyl)imidazo[1,2-a]pyridine-2-carboxylic acid ethyl ester